5-(4,4,5,5-tetramethyl-1,3,2-dioxaborolan-2-yl)pyridine-2-carbonitrile CC1(OB(OC1(C)C)C=1C=CC(=NC1)C#N)C